2-(3-(2-methoxy-4-(methoxycarbonyl)phenyl)ureido)-4-methylthiophene-3-carboxylic acid ethyl ester C(C)OC(=O)C1=C(SC=C1C)NC(=O)NC1=C(C=C(C=C1)C(=O)OC)OC